(±)-2-(dodecylsulfonyl)octan-4-one C(CCCCCCCCCCC)S(=O)(=O)[C@H](C)CC(CCCC)=O |r|